3-(4-bromophenyl)cyclobutanol BrC1=CC=C(C=C1)C1CC(C1)O